3-fluoro-4-(7-methyl-2-(3-((5-methyl-1,3,4-thiadiazol-2-yl)oxy)azetidin-1-yl)-8-oxo-6-(trifluoromethyl)-7,8-dihydropyrimido[5,4-d]pyrimidin-4-yl)benzonitrile FC=1C=C(C#N)C=CC1C=1C2=C(N=C(N1)N1CC(C1)OC=1SC(=NN1)C)C(N(C(=N2)C(F)(F)F)C)=O